3-(N-allylamino)propylhydroxysilane C(C=C)NCCC[SiH2]O